FC(C1CCC(CC1)C(=O)N1CCC(CC1)CN1[C@@H]([C@H]([C@@H]([C@H](C1)O)O)O)C)(F)F (4-(trifluoromethyl)cyclohexyl)(4-(((2R,3R,4R,5S)-3,4,5-trihydroxy-2-methylpiperidin-1-yl)methyl)piperidin-1-yl)methanone